NC[C@H](CC1=CC(=C(C(=O)NCC)C=C1)F)N(C)C (S)-4-(3-amino-2-(dimethylamino)propyl)-N-ethyl-2-fluorobenzamide